C(C)(C)(C)OC(=O)NS1(CCN(CC1)C1=C2C=CN=NC2=C(C=C1)C(=O)OC)=O methyl 5-[1-(tert-butoxycarbonylamino)-1-oxo-1,4-thiazinan-4-yl]cinnoline-8-carboxylate